ClC=1C(N(N=CC1NC[C@H]1COCCC1(F)F)C1CCN(CC1)S(=O)(=O)C1=CC=C(C=C1)C#C)=O (2S)-4-chloro-5-[[(3S)-4,4-difluorotetrahydropyran-3-yl]methylamino]-2-[1-(4-ethynylphenyl)sulfonyl-4-piperidyl]pyridazin-3-one